O1CCN(CC1)C1=NC=C2N=CN(C2=N1)C1=CC(=NC=C1)C(F)(F)F 2-morpholino-9-(2-(trifluoromethyl)pyridin-4-yl)-9H-purine